FC1=CC2=CC(=C1C1=NC=C3NN=C(C4=CC=CC(N5CC6CCC(N6CCOCCCCNC2=O)C5)=C4)C3=C1)OC 38-fluoro-3-methoxy-12-oxa-7,15,21,28,29,32-hexaazaheptacyclo[25.5.2.22,5.116,21.122,26.015,19.030,34]octatriaconta-1(32),2,4,22(35),23,25,27,30,33,37-decaen-6-one